ClC1=NC2=CC=CC=C2C(=N1)NC1=NN(C(=C1)C1CC1)C1OCCCC1 2-Chloro-N-(5-cyclopropyl-1-(tetrahydro-2H-pyran-2-yl)-1H-pyrazol-3-yl)quinazolin-4-amine